N-(3-(2,2-difluoropropyl)-1,2,4-thiadiazol-5-yl)-5-(3-(trifluoromethoxy)phenyl)-2-(trifluoromethyl)furan-3-carboxamide FC(CC1=NSC(=N1)NC(=O)C1=C(OC(=C1)C1=CC(=CC=C1)OC(F)(F)F)C(F)(F)F)(C)F